ClC=1C=C(C=NC1)C1=NN=C(S1)C=1C=CC(N(N1)CC=1C=NC=C(C1)F)=O 6-(5-(5-chloropyridin-3-yl)-1,3,4-thiadiazol-2-yl)-2-((5-fluoropyridin-3-yl)methyl)pyridazin-3(2H)-one